2-aminopentane-1,2,3,4-tetraol NC(CO)(C(C(C)O)O)O